N-(2,5-dimethylphenyl)-1H-pyrrole CC1=C(C=C(C=C1)C)N1C=CC=C1